CC1(C2=CC=CC=C2C=2C(=CC=CC12)C1=NC=NC=N1)C 6-(9,9-dimethyl-9H-fluoren-4-yl)-1,3,5-triazine